COC(=O)C1=CC=C(OC2=C(C=CC=C2)C2C(CN(C=C2)C(=O)[O-])[N+](=O)[O-])C=C1 4-[2-(4-methoxycarbonylphenoxy)phenyl]-3-nitro-3,4-dihydro-2H-pyridine-1-carboxylate